CC=1C=C(C=CC1)C=1N=C(SC1C1=CC(=NC=C1)NC(CC1=CC=CC=C1)=O)CCC N-[4-[4-(3-methylphenyl)-2-propyl-1,3-thiazol-5-yl]-2-pyridinyl]phenylacetamide